BrC1=CN(C2=CC(=CC=C12)C(=O)OC)C methyl 3-bromo-1-methyl-1H-indole-6-carboxylate